IC1=CC=C(C=C1)C1=C(C=C(C=C1N1C2=CC=CC=C2C=2C=CC=CC12)N1C2=CC=CC=C2C=2C=CC=CC12)N1C2=CC=CC=C2C=2C=CC=CC12 9,9',9''-(4'-iodo-[1,1'-biphenyl]-2,4,6-triyl)tris(9H-carbazole)